4-[4-Cyano-3-hydroxy-7-(4-isopropyl-phenyl)-quinolin-2-yl]-4-oxo-butyric acid ethyl ester C(C)OC(CCC(=O)C1=NC2=CC(=CC=C2C(=C1O)C#N)C1=CC=C(C=C1)C(C)C)=O